C(#N)C1(CC1)NS(=O)(=O)C=1C=C(C=2N(C1)C(=NC2)C=2SC(=NN2)C(F)F)N2CCN(CC2)C(=O)N(C)C 4-(6-(N-(1-cyanocyclopropyl)sulfamoyl)-3-(5-(difluoromethyl)-1,3,4-thiadiazol-2-yl)imidazo[1,5-a]pyridin-8-yl)-N,N-dimethylpiperazine-1-carboxamide